ClC=1C=C(C(=C(C#N)C1)F)OC1=C(NC2N(CC3=C(N2CC2=CC=C(C=C2)OC)N=C(N=C3OC)C)C1=O)C(C)(F)F 5-chloro-3-((9-(1,1-difluoroethyl)-4-methoxy-11-(4-methoxybenzyl)-2-methyl-7-oxo-7,10,10a,11-tetrahydro-5H-dipyrimido[1,2-a:4',5'-d]pyrimidin-8-yl)oxy)-2-fluorobenzonitrile